ClC=1C=CC(=C(C1)N1CC(N(CC1=O)C(C(=O)NC1=CC=C(C(=O)OC(C)(C)C)C=C1)CC1=CC=CC=C1)=O)N1N=NC(=C1)Cl tert-butyl 4-(2-(4-(5-chloro-2-(4-chloro-1H-1,2,3-triazol-1-yl)phenyl)-2,5-dioxopiperazin-1-yl)-3-phenylpropanamido)benzoate